O=C1NC(CCC1N1C(C2=CC=C(C=C2C1=O)OCCOCCOCCN1CCC(CC1)N1N=C2C=C(C(=CC2=C1)NC(C1=NC(=CC=C1)C(F)(F)F)=O)OC)=O)=O N-(2-(1-(2-(2-(2-((2-(2,6-dioxopiperidin-3-yl)-1,3-dioxoisoindolin-5-yl)oxy)ethoxy)ethoxy)eth-yl)piperidin-4-yl)-6-methoxy-2H-indazol-5-yl)-6-(trifluoro-methyl)picolinamide